[Mg].NC(C(=O)O)C aminopropionic acid magnesium